NC1=C(NON1O)C(=O)N(Cl)Cl 4-amino-N'-hydroxy-1,2,5-oxadiazole-3-carbonyl-iminochloride